COC=1C(=C2C=CN(C2=C(C1)C)C(=O)OC(C)(C)C)CN1[C@@H](CCCC1)C1=C(C=C(C=C1)C(=O)OC)NCCOC tert-Butyl (S)-5-methoxy-4-((2-(4-(methoxycarbonyl)-2-((2-methoxyethyl)amino)phenyl)piperidin-1-yl)methyl)-7-methyl-1H-indole-1-carboxylate